2-((3-chloro-2-methylphenyl)amino)-N-(4-(piperazin-1-ylmethyl)phenyl)benzamide ClC=1C(=C(C=CC1)NC1=C(C(=O)NC2=CC=C(C=C2)CN2CCNCC2)C=CC=C1)C